ClC=1C(=NC=CC1)N1N=C(C=C1C(=O)NC=1C(=CC=2N(C1C(=O)NC(C)C)N=CC2)C)C(F)(F)F 6-(1-(3-chloropyridin-2-yl)-3-(trifluoromethyl)-1H-pyrazole-5-carboxamido)-N-isopropyl-5-methylpyrazolo[1,5-a]pyridine-7-carboxamide